(3-((R)-1-amino-8-azaspiro[4.5]dec-8-yl)-6-(2,3-dichlorophenyl)-5-methylpyrazin-2-yl)(2-(hydroxymethyl)pyrrolidin-1-yl)methanone N[C@@H]1CCCC12CCN(CC2)C=2C(=NC(=C(N2)C)C2=C(C(=CC=C2)Cl)Cl)C(=O)N2C(CCC2)CO